(1R,5S)-3-(5-((4-Amino-1H-1,2,3-triazol-1-yl)methyl)-4-methylpyrimidin-2-yl)-3-azabicyclo[3.1.0]hexan-2-one NC=1N=NN(C1)CC=1C(=NC(=NC1)N1C([C@@H]2C[C@@H]2C1)=O)C